4-((2-methoxy-3-(1-methyl-1H-1,2,4-triazol-3-yl)phenyl)amino)pyridazine-3-carboxamide COC1=C(C=CC=C1C1=NN(C=N1)C)NC1=C(N=NC=C1)C(=O)N